O=C1OCC2=CC(=CC=C12)NC(N)=O 3-(1-oxo-1,3-dihydroisobenzofuran-5-yl)urea